O1C(=NC2=C1C=CC=C2)C=2N=C(N(C(C2OC)=O)C)N(C)C(C=2C=C(C#N)C=CC2)C2=CC=CC=C2 3-({[4-(1,3-benzoxazol-2-yl)-5-methoxy-1-methyl-6-oxo-1,6-dihydropyrimidin-2-yl](methyl)amino}(phenyl)methyl)benzonitrile